5-cyano-N-[4-[4-(3,5-dichlorophenyl)piperazin-1-yl]sulfonylphenyl]-2-[methyl(methylsulfonyl)amino]benzamide C(#N)C=1C=CC(=C(C(=O)NC2=CC=C(C=C2)S(=O)(=O)N2CCN(CC2)C2=CC(=CC(=C2)Cl)Cl)C1)N(S(=O)(=O)C)C